C(C)C=1C=CC(=NC1)C=1C=C(C=CC1C)NC(=O)[C@H]1C(C1)(F)F (1S)-N-[3-(5-ethylpyridin-2-yl)-4-methylphenyl]-2,2-difluorocyclopropane-1-carboxamide